2-[[3-[5-[[(3-chloro-4-methyl-phenyl)carbamoylamino]methyl]-1-oxo-isoindolin-2-yl]-2,6-dioxo-1-piperidyl]methyl]prop-2-enoic acid ClC=1C=C(C=CC1C)NC(=O)NCC=1C=C2CN(C(C2=CC1)=O)C1C(N(C(CC1)=O)CC(C(=O)O)=C)=O